C(C1=CC=CC=C1)N1C[C@@H]([C@@H](CC1)CO)F (3r,4s)-(1-benzyl-3-fluoro-4-piperidinyl)methanol